C1(CC1)C=1C=2N(C=CC1)N=C(C2)[C@H]2N(CCC1=C2N=CN1)C=1OC(=NN1)C(F)(F)F (S)-2-(4-(4-cyclopropylpyrazolo[1,5-a]pyridin-2-yl)-1,4,6,7-tetrahydro-5H-imidazo[4,5-c]pyridin-5-yl)-5-(trifluoromethyl)-1,3,4-oxadiazole